4-(5-bromobenzimidazol-1-yl)-2,6-dimethoxy-benzoic acid BrC1=CC2=C(N(C=N2)C2=CC(=C(C(=O)O)C(=C2)OC)OC)C=C1